CC1=C(C=2C(C3=CC=C(C=C3C(C2C=C1O)=O)O)=O)O 2-Methyl-1,3,6-trihydroxyanthraquinone